dicyclohexyl-(3,5-di-(trifluoromethoxy)phenyl)phosphine C1(CCCCC1)P(C1=CC(=CC(=C1)OC(F)(F)F)OC(F)(F)F)C1CCCCC1